5-(6-(piperazine-1-yl)pyridine-3-yl)-1H-pyrrole N1(CCNCC1)C1=CC=C(C=N1)C1=CC=CN1